N=1N(N=CC1)C(C)C 2-(triazol-2-yl)propan